CN(C1=C(C=C(C=C1[N+](=O)[O-])N1C(C=CC1=O)=O)[N+](=O)[O-])C 1-[4-(dimethylamino)-3,5-dinitrophenyl]-1H-pyrrole-2,5-dione